(R)-3-(5-(methylsulfonyl)pyridin-3-yl)-3-(5-(2-(5,6,7,8-tetrahydro-1,8-naphthyridin-2-yl)ethoxy)-1H-indazol-1-yl)propionic acid CS(=O)(=O)C=1C=C(C=NC1)[C@@H](CC(=O)O)N1N=CC2=CC(=CC=C12)OCCC1=NC=2NCCCC2C=C1